C(C)OC1=CN=CC(=N1)N1C=NC(=C1)C(=O)N1[C@@H](CCC1)C1=NC(=NC=C1)NS(=O)(=O)C1CC1 N-[4-[(2S)-1-[1-(6-ethoxypyrazin-2-yl)imidazole-4-carbonyl]pyrrolidin-2-yl]pyrimidin-2-yl]cyclopropanesulfonamide